ClC=1N=CC=C2C1N(C(=C2)C(=O)NC(C)CC)C 7-chloro-1-methyl-N-(sec-butyl)pyrrolo[2,3-c]pyridine-2-carboxamide